tert-butyl (R)-3-(((((dimethylamino)methylene)amino)(methylthio) methylene)amino)piperidine-1-carboxylate CN(C)C=NC(SC)=N[C@H]1CN(CCC1)C(=O)OC(C)(C)C